5-Chloro-2-iodo-1-methyl-3-nitrobenzene ClC=1C=C(C(=C(C1)C)I)[N+](=O)[O-]